C(CCC)OC=CC 1-n-butoxypropene